1-(2,4-bis((2-methoxyethoxy)methoxy)phenyl)ethan-1-one methyl-4-((3-bromoimidazo[1,2-b]pyridazin-6-yl)amino)bicyclo[2.2.2]octane-1-carboxylate COC(=O)C12CCC(CC1)(CC2)NC=2C=CC=1N(N2)C(=CN1)Br.COCCOCOC1=C(C=CC(=C1)OCOCCOC)C(C)=O